N1=CC(=CC=C1)CN1C(NC2=NC=C(C=C21)C2=CC(=CC=C2)C(F)(F)F)=O 1-(3-pyridylmethyl)-6-[3-(trifluoromethyl)phenyl]-3H-imidazo[4,5-b]pyridin-2-one